The molecule is a p-menthadiene with double bonds at positions 1 and 4(8). It has a role as a sedative, an insect repellent, a plant metabolite and a volatile oil component. CC1=CCC(=C(C)C)CC1